FC(OCC1=C(C(=O)NC2(CC=C(C=C2)CCC(=O)[O-])S(=O)(=O)CC)C=CC(=C1)N1CC[C@@H](C1)OC1=C(C=CC=C1)C(F)(F)F)F 4-((2S,4S)-2-((difluoromethoxy)methyl)-4-(4-(trifluoromethylphenoxy)pyrrolidin-1-yl)benzamido)-3-(4-(ethylsulfonyl)phenyl)propionate